N1C2=C(C=C1)CCOC2 1,4,5,7-tetrahydropyrano[3,4-b]pyrrole